COC1=NNC2=NC(=CN=C21)N2CC1(CN(C1)C1=CC(=NC=C1)C(F)(F)F)CC2 3-methoxy-6-(2-(2-(trifluoromethyl)pyridin-4-yl)-2,6-diazaspiro[3.4]octan-6-yl)-1H-pyrazolo[3,4-b]pyrazine